5-Cyclopropyl-2-((2S,5R)-2,5-dimethylpiperazin-1-yl)pyrimidine C1(CC1)C=1C=NC(=NC1)N1[C@H](CN[C@@H](C1)C)C